N-((3S,4S)-3-((6-(2,6-dichloro-3,5-dimethoxyphenyl)-8-isopropyl-7-thioxo-5,6,7,8-tetrahydropyrimido[4,5-d]pyrimidin-2-yl)amino)tetrahydro-2H-pyran-4-yl)acrylamide ClC1=C(C(=C(C=C1OC)OC)Cl)N1C(N(C2=C(C1)C=NC(=N2)N[C@@H]2COCC[C@@H]2NC(C=C)=O)C(C)C)=S